(R)-N-(6-fluoro-2-methyl-2H-indazol-5-yl)-4-(3-methylpiperazin-1-yl)-2,3-dihydro-1H-pyrrolo[2,3-b]pyridine-1-carboxamide formate C(=O)O.FC=1C(=CC2=CN(N=C2C1)C)NC(=O)N1CCC=2C1=NC=CC2N2C[C@H](NCC2)C